NC1=NC(=NN2C1=NC=C2CC=2C=C(C(=NC2)N2CCN(CC2)C(CN(C(OC(C)(C)C)=O)C)=O)C)NC(CCC)CCC tert-butyl (2-(4-(5-((4-amino-2-(heptan-4-ylamino)imidazo[2,1-f][1,2,4]triazin-7-yl)methyl)-3-methylpyridin-2-yl)piperazin-1-yl)-2-oxoethyl)(methyl)carbamate